(R)-1-((R)-7-chloro-3-cyclohexyl-2-methyl-1,1-dioxido-5-phenyl-2,3,4,5-tetrahydrobenzo[f][1,2,5]thiadiazepin-8-yl)-3-fluoropyrrolidine-3-carboxylic acid ClC=1C(=CC2=C(N(C[C@H](N(S2(=O)=O)C)C2CCCCC2)C2=CC=CC=C2)C1)N1C[C@](CC1)(C(=O)O)F